Cl.CC1=CNC=2N=CN=C(C21)N2CCSC(=C2)C(=O)N2C[C@@H](CCC2)NC (R)-(4-(5-methyl-7H-pyrrolo[2,3-d]pyrimidin-4-yl)-3,4-dihydro-2H-1,4-thiazin-6-yl)(3-(methylamino)piperidin-1-yl)methanone hydrochloride